C(C)(C)(C)OC(\C=C\C(\CCC(=O)NC)=C\C)=O (2E,4E)-4-ethylidene-7-(methylamino)-7-oxohept-2-enoic acid tert-butyl ester